4-isopropyl-3,5-dimethoxy-benzyl alcohol C(C)(C)C1=C(C=C(CO)C=C1OC)OC